(S)-2-((S)-4,4-difluoro-3-(6-oxo-1,6-dihydropyridin-3-yl)piperidin-1-yl)-N-(5-(m-tolyl)pyridin-2-yl)propionamide FC1([C@H](CN(CC1)[C@H](C(=O)NC1=NC=C(C=C1)C=1C=C(C=CC1)C)C)C1=CNC(C=C1)=O)F